tert-butyl (S)-(1-(3-(2-(2-methoxypropan-2-yl)pyridin-4-yl)-1,2,4-oxadiazol-5-yl)ethyl)carbamate COC(C)(C)C1=NC=CC(=C1)C1=NOC(=N1)[C@H](C)NC(OC(C)(C)C)=O